3-fluoro-1H-indazol-5-amine FC1=NNC2=CC=C(C=C12)N